C(OC1=CC(=C(C(=O)O)C=C1)N1N=CC=N1)([2H])([2H])[2H] 4-(methoxy-d3)-2-(2H-1,2,3-triazol-2-yl)benzoic acid